(E)-3-(4-chlorophenyl)-2-phenylpropionyl chloride ClC1=CC=C(C=C1)CC(C(=O)Cl)C1=CC=CC=C1